8-[6-(pyrrolidin-1-yl)pyrazin-2-yl]-2-[4-(trifluoromethyl)pyridin-2-yl]-2,8-diazaspiro[4.5]decan-1-one N1(CCCC1)C1=CN=CC(=N1)N1CCC2(CCN(C2=O)C2=NC=CC(=C2)C(F)(F)F)CC1